ClC=1C(=CC2=C(N=C(N=C2N[C@H](C)C2=CC(=CC=C2)C([C@@H](C)O)(F)F)C)N1)C1(CC1)C#N 1-(7-chloro-4-(((R)-1-(3-((R)-1,1-difluoro-2-hydroxypropyl)phenyl)ethyl)amino)-2-methylpyrido[2,3-d]pyrimidin-6-yl)cyclopropane-1-carbonitrile